7-((3-(2,3-dichloro-6-fluorophenyl)azetidin-3-yl)amino)-2-isopropylisoquinolin-1(2H)-one ClC1=C(C(=CC=C1Cl)F)C1(CNC1)NC1=CC=C2C=CN(C(C2=C1)=O)C(C)C